C(=O)C1=C(C(=O)O)C=CC=N1 2-Formylnicotinic acid